(1-(tert-butoxycarbonyl)-1H-pyrrol-2-yl)boronic acid C(C)(C)(C)OC(=O)N1C(=CC=C1)B(O)O